N=1NCC(C1)=O pyrazol-4(2H)-one